1-(1-hexyl)-2-ethylpyridinium C(CCCCC)[N+]1=C(C=CC=C1)CC